oxazolo[5,4-c]quinolin-4(5H)-one N1=COC=2C(NC=3C=CC=CC3C21)=O